dipotassium heptanedioate C(CCCCCC(=O)[O-])(=O)[O-].[K+].[K+]